tert-butyl 3-cyclopropyl-4-(3,5-difluoro-6-methyl-2-pyridyl)pyrazole-1-carboxylate C1(CC1)C1=NN(C=C1C1=NC(=C(C=C1F)F)C)C(=O)OC(C)(C)C